C(C)N(CC(CCO)O)CC1=CC=NC=C1 4-[ethyl-(pyridin-4-ylmethyl)amino]butane-1,3-diol